tert-butyl (E)-(2-((4-(6-bromo-3-methylpyridin-2-yl)-5-oxo-4,5-dihydro-1H-1,2,4-triazol-1-yl)methyl)-3-fluoroallyl)carbamate BrC1=CC=C(C(=N1)N1C=NN(C1=O)C\C(\CNC(OC(C)(C)C)=O)=C\F)C